3-chloro-4-(1,4-oxazepan-3-yl)benzonitrile ClC=1C=C(C#N)C=CC1C1COCCCN1